COCCOCCO[SiH](OCCOCCOC)OCCOCCOC tris(methoxyethoxyethoxy)silan